2-((6-(5-(((isopentyl(methyl)carbamoyl)oxy)methyl)-1-methyl-1H-pyrazol-4-yl)-2-methylpyridin-3-yl)carbamoyl)cyclohexane-1-carboxylic acid C(CC(C)C)N(C(=O)OCC1=C(C=NN1C)C1=CC=C(C(=N1)C)NC(=O)C1C(CCCC1)C(=O)O)C